N-((1-((2-(3,5-dichlorophenyl)-6-((6-(4-methylpiperidin-1-yl)pyridin-3-yl)oxy)pyridin-4-yl)methyl)piperidin-4-yl)methyl)acetamide ClC=1C=C(C=C(C1)Cl)C1=NC(=CC(=C1)CN1CCC(CC1)CNC(C)=O)OC=1C=NC(=CC1)N1CCC(CC1)C